(R)-5,7-difluorobenzopyran-4-ol FC1=CC(=CC2=C1C(=CCO2)O)F